ClC1=CC=C2C(N(C(=NC2=C1)NC1=CC(=CC(=C1)Cl)Cl)C=O)=O 7-chloro-2-((3,5-Dichlorophenyl)amino)-4-oxoquinazoline-3(4H)-carbaldehyde